(S)-N-(4-(4-amino-1-methyl-7-(1-(3,3,3-trifluoropropyl)-1H-pyrazol-4-yl)-1H-pyrazolo[4,3-c]pyridin-3-yl)-2-(1-(4-fluorophenyl)ethoxy)phenyl)-1,1-difluoromethanesulfonamide NC1=NC=C(C2=C1C(=NN2C)C2=CC(=C(C=C2)NS(=O)(=O)C(F)F)O[C@@H](C)C2=CC=C(C=C2)F)C=2C=NN(C2)CCC(F)(F)F